C(#N)C1=CC=C(C=C1)C1=CC(=CC=2N1N=CN2)C(=O)N 5-(4-cyanophenyl)-[1,2,4]triazolo[1,5-a]pyridine-7-carboxamide